4-(Benzylthio)-1-isopropyl-1H-1,2,3-triazole C(C1=CC=CC=C1)SC=1N=NN(C1)C(C)C